4-((2-((1R,2R)-2-chloro-2-fluorocyclopropyl)-1H-imidazol-4-yl)methyl)pyridine Cl[C@]1([C@H](C1)C=1NC=C(N1)CC1=CC=NC=C1)F